5-(1-ethoxyethoxy)-3-methylpentyl-magnesium chloride C(C)OC(C)OCCC(CC[Mg]Cl)C